C(C1=CC=CC=C1)N(CC(=O)C1=NNC2=CC=CC=C12)CCO 2-(benzyl(2-hydroxyethyl)amino)-1-(1H-indazol-3-yl)ethane-1-one